(S)-2-(hydroxymethyl)-2-((5-nitro-1-(benzenesulfonyl)-1H-pyrrolo[2,3-b]pyridin-4-yl)amino)propane OCC(C)(C)NC1=C2C(=NC=C1[N+](=O)[O-])N(C=C2)S(=O)(=O)C2=CC=CC=C2